4-((1R,5S)-3,8-diazabicyclo[3.2.1]octan-3-yl)-7-(4,5-difluoro-1H-indol-3-yl)-6,8-difluoro-2-((tetrahydro-1H-pyrrolizin-7a(5H)-yl)methoxy)quinazoline [C@H]12CN(C[C@H](CC1)N2)C2=NC(=NC1=C(C(=C(C=C21)F)C2=CNC1=CC=C(C(=C21)F)F)F)OCC21CCCN1CCC2